BrC=1C(=C(C=CC1)C1=CC=C(C(=N1)OC)C=1NCCN1)C 6-(3-bromo-2-methylphenyl)-3-(4,5-dihydro-1H-imidazol-2-yl)-2-methoxypyridine